(S)-1-((3-butoxyadamantan-1-yl)glycyl)pyrrolidine-2-carbonitrile C(CCC)OC12CC3(CC(CC(C1)C3)C2)NCC(=O)N2[C@@H](CCC2)C#N